ClC=1C(=C(C(=O)NCCCCCOC=2C=C3C(N(C(C3=CC2)=O)C2C(NC(CC2)=O)=O)=O)C=C(C1)C(C)(C)C1=CC=C(C=C1)OCC1=NC(=NC=C1)NS(=O)(=O)C)OCCCl 3-chloro-2-(2-chloroethoxy)-N-(5-((2-(2,6-dioxopiperidin-3-yl)-1,3-dioxoisoindolin-5-yl)oxy)pentyl)-5-(2-(4-((2-(methylsulfonamido)pyrimidin-4-yl)methoxy)phenyl)propan-2-yl)benzamide